2-(3,4,5-Trifluorophenyl)-2H-1,2,3-triazole-4-carboxylic acid ethyl-2-(3,4,5-trifluorophenyl)-2H-1,2,3-triazole-4-carboxylate C(C)OC(=O)C1=NN(N=C1)C1=CC(=C(C(=C1)F)F)F.FC=1C=C(C=C(C1F)F)N1N=CC(=N1)C(=O)O